(1-(4-methoxybenzyl)-2-methyl-1H-imidazol-4-yl)boronic acid COC1=CC=C(CN2C(=NC(=C2)B(O)O)C)C=C1